(R)-ethyl 2-acetoxy-3-(5-((tert-butyldimethylsilyl)oxy)-2-hydroxyphenyl)propanoate C(C)(=O)O[C@@H](C(=O)OCC)CC1=C(C=CC(=C1)O[Si](C)(C)C(C)(C)C)O